OC(CNC(=O)C=1SC=C(N1)C(=O)N1[C@H](CCCC1)C)(C)C (S)-N-(2-hydroxy-2-methylpropyl)-4-(2-methylpiperidin-1-carbonyl)thiazole-2-carboxamide